(6-((3S,4S)-4-((tert-Butoxycarbonyl)amino)-3-hydroxypyrazin-1-yl)pyridin-3-yl)boronic acid C(C)(C)(C)OC(=O)NN1C(=CN(C=C1)C1=CC=C(C=N1)B(O)O)O